ClC=1C(=C(C=CC1)CNC(CN[C@@H](C)CCO)=O)F (S)-N-(3-chloro-2-fluorophenylmethyl)-2-((4-hydroxybutan-2-yl)amino)acetamide